tert-butyl ((1S,3R)-3-((3-(3-((5-cyanopyrazin-2-yl)amino)-1H-pyrazol-5-yl)-6-cyclopropyl-2-methoxypyridin-4-yl)oxy)cyclopentyl)carbamate C(#N)C=1N=CC(=NC1)NC1=NNC(=C1)C=1C(=NC(=CC1O[C@H]1C[C@H](CC1)NC(OC(C)(C)C)=O)C1CC1)OC